((4-(1-((4-chloro-3-METHYLPHENYL)amino)ethyl)-1H-1,2,3-triazol-1-yl)-2-methylbenzoyl)-L-alanine ClC1=C(C=C(C=C1)NC(C)C=1N=NN(C1)C=1C(=C(C(=O)N[C@@H](C)C(=O)O)C=CC1)C)C